2-[2,6-difluoro-4-[3-[1-(5-propylpyrimidin-2-yl)-4-piperidinyl]propoxy]phenyl]-N-[2-hydroxy-1,1-bis(hydroxymethyl)ethyl]acetamide FC1=C(C(=CC(=C1)OCCCC1CCN(CC1)C1=NC=C(C=N1)CCC)F)CC(=O)NC(CO)(CO)CO